N[C@@H]1[C@@H](OCC12CCN(CC2)C=2N=CC(=NC2)SC=2C(=C1C(N(C=NC1=CC2)CC=2C=NC=NC2)=O)Cl)C 6-((5-((3S,4S)-4-amino-3-methyl-2-oxa-8-azaspiro[4.5]decan-8-yl)pyrazin-2-yl)thio)-5-chloro-3-(pyrimidin-5-ylmethyl)quinazolin-4(3H)-one